4-(7-chloroquinolin-3-yl)-1H-1,2,3-triazole-5-carboxylic acid 2,2,2-trifluoroacetate FC(C(=O)O)(F)F.ClC1=CC=C2C=C(C=NC2=C1)C=1N=NNC1C(=O)O